FC(CCC#N)(F)F 4,4,4-Trifluorobutyronitrile